C(#N)CC1=C(C=C(C(=C1)OC)OC)C1=CC=C(C=C1)C(=O)O 2'-(cyanomethyl)-4',5'-dimethoxy-[1,1'-biphenyl]-4-carboxylic acid